N=1C=C(N2N=CC=CC21)C#CC=2C=C(C(=O)NC1=CC(=CC(=C1)C(F)(F)F)S(=O)(=O)C)C=CC2C 3-(imidazo[1,2-b]pyridazin-3-ylethynyl)-4-methyl-N-(3-(methylsulfonyl)-5-(trifluoromethyl)phenyl)benzamide